3,3',3''-Phosphinetriyltripropionitrile P(CCC#N)(CCC#N)CCC#N